C1(CC1)C(=O)NC1=CC(=C(N=N1)C(=O)NC([2H])([2H])[2H])NC1=C(C(=CC=C1)C1=NN(C=N1)C)OC([2H])([2H])[2H] 6-(cyclopropanecarboxamido)-4-((2-(methoxy-d3)-3-(1-methyl-1H-1,2,4-triazol-3-yl)phenyl)amino)-N-(methyl-d3)pyridazine-3-carboxamide